ClC1=NC(=CC(=C1)C=1C(=NC(=CC1C#N)NC(=O)N1CCOCC1)C1=CC=C(C=C1)F)C N-(2'-chloro-4-cyano-2-(4-fluorophenyl)-6'-methyl-[3,4'-bipyridyl]-6-yl)morpholine-4-carboxamide